CN1C(=NC2=C(C1=O)C=NN2)N2CCC1(CCN(C1)C1=NC=CC(=N1)C(F)(F)F)CC2 5-methyl-6-(2-(4-(trifluoromethyl)pyrimidin-2-yl)-2,8-diazaspiro[4.5]decan-8-yl)-1,5-dihydro-4H-pyrazolo[3,4-d]pyrimidin-4-one